C(CCC)OC(=O)C=1C=C2C(=CC1)C(=O)OC2=O 4-Butyloxycarbonyl-1,2-benzenedicarboxylic anhydride